2-(2,6-dioxo-3-piperidyl)-5-[2-[(2S)-2-methyl-4-[6-[5-(1-methylcyclopropoxy)-2H-indazol-3-yl]pyrimidin-4-yl]piperazin-1-yl]ethoxy]isoindoline-1,3-dione O=C1NC(CCC1N1C(C2=CC=C(C=C2C1=O)OCCN1[C@H](CN(CC1)C1=NC=NC(=C1)C=1NN=C2C=CC(=CC12)OC1(CC1)C)C)=O)=O